tert-butyl (5-chloroisochroman-1-yl)methyl(methyl)carbamate ClC1=C2CCOC(C2=CC=C1)CN(C(OC(C)(C)C)=O)C